ClC=1C=C(C=C(C1CC1=CC(=C(C=C1)O)C(C)C)Cl)N(CC(=O)O)C N-(3,5-dichloro-4-(4-hydroxy-3-isopropylbenzyl)phenyl)-N-methylglycine